COC=1C=C(CNC(=O)C(C(=O)N[C@@H](CC2=CC=C(C=C2)C)OB(O)O)C(C)C)C=CC1 ((1R)-1-(2-((3-methoxybenzyl)carbamoyl)-3-methylbutanamido)-2-(p-tolyl)ethyl)boric acid